3-(N-cyanoethyl)amino-4-methoxyacetanilide CC(=O)NC1=CC(=C(C=C1)OC)NCCC#N